(2R,4r,6S)-6-(4-((R)-4-cyclopropyl-3-(hydroxymethyl)piperazine-1-carbonyl)phenyl)-7-((5-methoxy-7-methyl-1H-indol-4-yl)methyl)-7-azaspiro[3.5]nonane-2-carbonitrile C1(CC1)N1[C@H](CN(CC1)C(=O)C1=CC=C(C=C1)[C@@H]1CC2(CC(C2)C#N)CCN1CC1=C2C=CNC2=C(C=C1OC)C)CO